5-cholesten-3β-ol 6-[(7-nitro-2-1,3-benzoxadiazol-4-yl)amino]caproate C[C@H](CCCC(C)C)[C@H]1CC[C@@H]2[C@@]1(CC[C@H]3[C@H]2CC=C4[C@@]3(CC[C@@H](C4)OC(=O)CCCCCNC5=CC=C(C6=NON=C56)[N+](=O)[O-])C)C